2',6-difluoro-3'-methoxy-[1,1'-biphenyl]-2-carbaldehyde FC1=C(C=CC=C1OC)C=1C(=CC=CC1F)C=O